FC(C(=O)[O-])=CCCCC=CCCCCC 2-fluorotrideca-2,7-dienoate